COC([C@H]([C@@H](C)N)CN)=O (2S,3R)-2-aminomethyl-3-aminobutyric acid methyl ester